C(C1=CC=CC=C1)N1CCC(CC1)COC([C@@](C1=CC=CC=C1)(O)C=1C=C(OCC2CN(C2)C(=O)OC(C)(C)C)C=CC1)=O (S)-tert-Butyl 3-((3-(2-((1-benzylpiperidin-4-yl)methoxy)-1-hydroxy-2-oxo-1-phenylethyl)phenoxy)methyl)azetidine-1-carboxylate